[C@@H]1([C@H](O)[C@H](O)[C@@H](O)[C@@H](O1)C)O[C@H]1[C@@H](O[C@@H]([C@H]([C@@H]1O)O)CO)OC1=CC2=C(C(C[C@H](O2)C2=CC(=C(C=C2)OC)O)=O)C(=C1)O (2S)-7-[[2-O-(6-deoxy-α-L-mannopyranosyl)-β-D-glucopyranosyl]oxy]-2,3-dihydro-5-hydroxy-2-(3-hydroxy-4-methoxyphenyl)-4H-1-benzopyran-4-one